(4R)-3-{2-[(6-methoxy-2-methyl-1,2,3,4-tetrahydroisoquinolin-7-yl)amino]quinazolin-7-yl}-4-(propan-2-yl)-1,3-oxazolidin-2-one COC=1C=C2CCN(CC2=CC1NC1=NC2=CC(=CC=C2C=N1)N1C(OC[C@H]1C(C)C)=O)C